C(C=1C(=C(C(=CC1)C(C)(C)C)O)C(C)(C)C)C=1C(=C(C(=CC1)C(C)(C)C)O)C(C)(C)C methylene-bis-(2,6-di-t-butylphenol)